C(C)(=O)C1=NN(C2=CC=C(C=C12)C=1C=NC(=NC1)CC)CC(=O)OC(C)(C)C tert-Butyl 2-(3-acetyl-5-(2-ethylpyrimidin-5-yl)-1H-indazol-1-yl)acetate